1-[(imidazo[1,5-a]pyridin-3-yl)methyl]-2'-(quinolin-3-yl)-5',6'-dihydrospiro[azetidine-3,4'-pyrrolo[1,2-b]pyrazole] C=1N=C(N2C1C=CC=C2)CN2CC1(CCN3N=C(C=C31)C=3C=NC1=CC=CC=C1C3)C2